N1C[C@H](CCC1)NC=1C2=C(N=CC1)NC=C2C=2C=NC=NC2 N-[(3S)-3-piperidinyl]-3-pyrimidin-5-yl-1H-pyrrolo[2,3-b]pyridin-4-amine